C(C(C)C)C(C(=O)OC(C)C)(C(C(=O)OC(C)C)CC(C)C)C#N diisopropyl 2,3-diisobutyl-2-cyanosuccinate